2,2-di-t-butyl-1,3-dimethoxypropane C(C)(C)(C)C(COC)(COC)C(C)(C)C